OB(C[C@@H](C(=O)O)NC(=O)OCC1C2=CC=CC=C2C=2C=CC=CC12)O (2S)-3-dihydroxyboryl-2-(9H-fluoren-9-ylmethoxycarbonyl-amino)propionic acid